FC=1C=C(C=CC1C=1C=NC(=CC1)C=1N=NN(N1)CCC)N1C(O[C@@H](C1)C(C(F)F)O)=O (S)-3-(3-fluoro-4-(6-(2-propyl-2H-tetrazol-5-yl)pyridin-3-yl)phenyl)-5-(1-hydroxy-2,2-difluoroethyl)oxazolidin-2-one